N1C(=NC=C1)C1CCN(CC1)C(=O)C1=CC=C(C=C1)OC1=CC=CC=C1 (4-(1H-imidazol-2-yl)piperidin-1-yl)(4-phenoxyphenyl)methanone